ClC=1C(=C(C=CC1)N1CCN(CC1)CCN1N=C(C2=C1C[C@@H]1[C@H]2C1)C(=O)OCC)C (3bR,4aR)-ethyl 1-(2-(4-(3-chloro-2-methylphenyl)piperazin-1-yl)ethyl)-3b,4,4a,5-tetrahydro-1H-cyclopropa[3,4]cyclopenta[1,2-c]pyrazole-3-carboxylate